5-(2-fluoro-6-hydroxy-4-(((5-phenylpyridin-3-yl)amino)methyl)phenyl)-1,2,5-thiadiazolidin-3-one 1,1-dioxide FC1=C(C(=CC(=C1)CNC=1C=NC=C(C1)C1=CC=CC=C1)O)N1CC(NS1(=O)=O)=O